3-methylene-chlorobenzene C=C1CC(=CC=C1)Cl